NC1=NC=CC=C1C1=NC=2C(=NC(=CC2)N2N=CC=C2)N1C=1C=C2CC[C@@H](C2=CC1)NC(C1=CC(=C(C=C1)Br)C1OCCO1)=O N-[(1S)-5-[2-(2-aminopyridin-3-yl)-5-(pyrazol-1-yl)imidazo[4,5-b]pyridin-3-yl]-2,3-dihydro-1H-inden-1-yl]-4-bromo-3-(1,3-dioxolan-2-yl)benzamide